FC=1C=C2C(=NNC2=CC1OCCOC)C1=CC(=NO1)C1=CN=CS1 5-Fluoro-6-(2-methoxyethoxy)-3-[3-(1,3-thiazol-5-yl)-1,2-oxazol-5-yl]-1H-indazole